C[N+]1(CCCC1)C N-methyl-N-methyl-pyrrolidinium